(1-ethoxy-4-hydroxy-7-(3-(phenylethynyl)phenoxy)isoquinoline-3-carbonyl)glycine C(C)OC1=NC(=C(C2=CC=C(C=C12)OC1=CC(=CC=C1)C#CC1=CC=CC=C1)O)C(=O)NCC(=O)O